C1(=CC=CC=C1)C=1N=C2N(C=CC=C2)C1SC#N 2-phenyl-3-thiocyanoimidazo[1,2-A]pyridine